iron 4-pyridinium ethanesulfonate C(C)S(=O)(=O)[O-].N1=CC=[CH2+]C=C1.[Fe]